tert-Butyl 4-hydroxypiperidine-1-carboxylate OC1CCN(CC1)C(=O)OC(C)(C)C